N-(6-(difluoromethyl)pyridin-2-yl)-7-isopropoxy-2-(1-methyl-2-oxabicyclo[2.2.1]heptan-4-yl)imidazo[1,2-a]pyrimidine-6-carboxamide FC(C1=CC=CC(=N1)NC(=O)C=1C(=NC=2N(C1)C=C(N2)C21COC(CC2)(C1)C)OC(C)C)F